tert-butyl 2-[(3S,4S)-4-[1-(2,6-dioxo-3-piperidyl)-3-ethyl-2-oxo-benzimidazol-5-yl]-3-hydroxy-1-piperidyl]acetate O=C1NC(CCC1N1C(N(C2=C1C=CC(=C2)[C@H]2[C@@H](CN(CC2)CC(=O)OC(C)(C)C)O)CC)=O)=O